COC1=CC=C(C=C1)C1CC(=NN1)C1=CC=C(OC2=CC(=NC=C2)C(=O)NC)C=C1 4-(4-(5-(4-Methoxyphenyl)-4,5-dihydro-1H-pyrazol-3-yl)phenoxy)-N-methylpicolinamide